ClC1=C(C(=CC=C1Cl)F)[C@]1(CNCC1)NC1=NC=2C(N(C=CC2C=C1)C)=O 2-[(R)-3-(2,3-dichloro-6-fluorophenyl)-3-pyrrolidinylamino]-7-methyl-1,7-diaza-8(7H)-naphthalenone